Methyl 2-(8-phenyl-1,4-dioxaspiro[4.5]decan-8-yl)acetate C1(=CC=CC=C1)C1(CCC2(OCCO2)CC1)CC(=O)OC